Cl.CC1=CC=CC(=N1)C(=O)N 6-methylpyridin-2-carboxamide hydrochloride